(3-phenylisoxazol-5-yl)methanamine C1(=CC=CC=C1)C1=NOC(=C1)CN